sodium dithiothreitol SC[C@@H](O)[C@H](O)CS.[Na]